(S)- or (R)-2-((difluoromethoxy)methyl)-5-(4-fluorophenyl)-3,4-dihydro-2H-pyrano[2,3-b]pyridine-7-carboxamide FC(OC[C@@H]1CCC=2C(=NC(=CC2C2=CC=C(C=C2)F)C(=O)N)O1)F |o1:4|